2-(1H-imidazol-1-yl)-5-(6-(piperidin-4-yloxy)-1,2,4-triazin-3-yl)pyridin-4-ol N1(C=NC=C1)C1=NC=C(C(=C1)O)C=1N=NC(=CN1)OC1CCNCC1